tert-butyl 2-(hydroxymethyl)-2-methylazetidine-1-carboxylate OCC1(N(CC1)C(=O)OC(C)(C)C)C